4-(4-(5,6-difluoro-1-methyl-1H-indol-3-yl)-7H-pyrrolo[2,3-d]pyrimidin-2-yl)-N1-(2-(dimethylamino)ethyl)-N1-methyl-2-nitrobenzene-1,4-diamine FC=1C=C2C(=CN(C2=CC1F)C)C=1C2=C(N=C(N1)C1(CC(=C(C=C1)N(C)CCN(C)C)[N+](=O)[O-])N)NC=C2